CN(C/C=C/C(=O)N1C(CCC1)COC(=O)N1CCC(CC1)NC1=CC(=NC=2N1N=CC2C(C)C)C)C 4-((3-isopropyl-5-methylpyrazolo[1,5-a]pyrimidin-7-yl)amino)piperidine-1-carboxylic acid (E)-(1-(4-(dimethylamino)but-2-enoyl)pyrrolidin-2-yl)methyl ester